(R)-(3-(3-chloro-1,2,4-thiadiazol-5-yl)-8-methyl-5,6-dihydro-[1,2,4]triazolo[4,3-a]pyrazin-7(8H)-yl)(4-fluorophenyl-3-d)methanone hydrochloride Cl.ClC1=NSC(=N1)C1=NN=C2N1CCN([C@@H]2C)C(=O)C2=CC(=C(C=C2)F)[2H]